BrC(Br)(Br)Br Tetrabromomethan